COC(=O)C1=C(C2=NC=C(N=C2N(C1=O)C1=CC=C(C=C1)N)OC(C)C)N 8-Amino-5-(4-aminophenyl)-6-oxo-3-isopropoxypyrido[3,2-b]pyrazine-7-carboxylic acid methyl ester